C(C(=C)C)(=O)OC12C=CC(CC1)C2 norbornenyl methacrylate